ClC1=C(C=C(C=C1[N+](=O)[O-])C(C)(C)C)[N+](=O)[O-] 2-chloro-5-tert-butyl-1,3-dinitrobenzene